(S)-(1-((2-(3',4'-dichloro-[1,1'-biphenyl]-4-yl)ethyl)amino)-1-oxobutan-2-yl)(methyl)carbamic acid tert-butyl ester C(C)(C)(C)OC(N(C)[C@H](C(=O)NCCC1=CC=C(C=C1)C1=CC(=C(C=C1)Cl)Cl)CC)=O